dinaphthyl-sulfonamide C1(=CC=CC2=CC=CC=C12)N(S(=O)=O)C1=CC=CC2=CC=CC=C12